ClC=1C(=NC(=NC1)NC)C1=CC=C2CN(C(C2=C1)=O)[C@@H](C(=O)N[C@H](C)C1=CC(=CC=C1)OC)CO (2R)-2-{6-[5-chloro-2-(methylamino)pyrimidin-4-yl]-1-oxo-2,3-dihydro-1H-isoindol-2-yl}-3-hydroxy-N-[(1R)-1-(3-methoxyphenyl)ethyl]propionamide